C1(=CC(=CC=C1)C1=NC(=NC=C1Cl)NC1CCN(CC1)C(CCCCCCCCCNC(COC1=C2C(N(C(C2=CC=C1)=O)C1C(NC(CC1)=O)=O)=O)=O)=O)C1=CC=CC=C1 N-(10-(4-((4-([1,1'-biphenyl]-3-yl)-5-chloropyrimidin-2-yl)amino)piperidin-1-yl)-10-oxodecyl)-2-((2-(2,6-dioxopiperidin-3-yl)-1,3-dioxoisoindolin-4-yl)oxy)acetamide